tert-butyl (2S,4S)-4-((7-bromo-6-chloro-8-fluoro-3-formyl-2-(methylthio)quinolin-4-yl)amino)-2-(2-((tert-butyldimethylsilyl)oxy)ethyl)piperidine-1-carboxylate BrC1=C(C=C2C(=C(C(=NC2=C1F)SC)C=O)N[C@@H]1C[C@H](N(CC1)C(=O)OC(C)(C)C)CCO[Si](C)(C)C(C)(C)C)Cl